(2S,6R)-2-(1-cyclopropylpyrazol-4-yl)-4-[4-(2,4-difluorophenyl)-7-methyl-pteridin-2-yl]-6-methyl-morpholine C1(CC1)N1N=CC(=C1)[C@H]1CN(C[C@H](O1)C)C1=NC2=NC(=CN=C2C(=N1)C1=C(C=C(C=C1)F)F)C